N-[(1S)-1-(4-fluorophenyl)-3-hydroxypropyl]-N-hydroxycarbamate FC1=CC=C(C=C1)[C@H](CCO)N(C([O-])=O)O